FC(C(=O)O)(F)F.C12CN(CC2C1)C1=CC=C(C(=N1)C)CN1N=C(C(=C1)C(=O)O)C(F)F 1-[(6-{3-azabicyclo[3.1.0]hex-3-yl}-2-methylpyridin-3-yl)methyl]-3-(difluoromethyl)-1H-pyrazole-4-carboxylic acid trifluoroacetate